N-(3-cyclopropyl-1H-pyrazol-5-yl)propanamide distearyl-β,β'-thiodibutyrate C(CCCCCCCCCCCCCCCCC)OC(CC(C)SC(CC(=O)OCCCCCCCCCCCCCCCCCC)C)=O.C1(CC1)C1=NNC(=C1)NC(CC)=O